6-fluoro-N-(methyl-d3)-4-(4,4,5,5-tetramethyl-1,3,2-dioxaborolan-2-yl)picolinamide FC1=CC(=CC(=N1)C(=O)NC([2H])([2H])[2H])B1OC(C(O1)(C)C)(C)C